C(C)(C)N1CCC=2C=NC(=CC21)C2=NSC(=N2)NC2=NC=C(C=C2N(C(C)=O)C)C(F)(F)F N-(2-((3-(1-Isopropyl-2,3-dihydro-1H-pyrrolo[3,2-c]pyridin-6-yl)-1,2,4-thiadiazol-5-yl)amino)-5-(trifluoromethyl)pyridin-3-yl)-N-methylacetamide